CC1=C(C(=CC(=C1C)OCC(C)C)C)O 2,3,6-Trimethyl-4-isobutoxy-phenol